BrC1=C2C(=NC(=C1)Cl)N(C(=C2)C)C2COC2 4-bromo-6-chloro-2-methyl-1-(oxetan-3-yl)-1H-pyrrolo[2,3-b]pyridine